methyl 5-(4-(4-((4-chloropyridin-2-yl) methyl)-5-oxo-4,5-dihydro-1H-1,2,4-triazol-1-yl)-2-fluorophenoxy)-4-methylthiazole-2-carboxylate ClC1=CC(=NC=C1)CN1C=NN(C1=O)C1=CC(=C(OC2=C(N=C(S2)C(=O)OC)C)C=C1)F